4-Bromo-6-fluorobenzo[cd]indol-2(1H)-one BrC=1C=C2C3=C(C(NC3=CC=C2F)=O)C1